C(#N)CC1(CN(C1)C1CC2CCC(C1)N2C(=O)OC(C)(C)C)N2N=CC(=C2)C=2C1=C(N=CN2)N(C=C1)COCC[Si](C)(C)C tert-butyl 3-{3-(cyanomethyl)-3-[4-(7-{[2-(trimethylsilyl)ethoxy]methyl}-7H-pyrrolo[2,3-d]pyrimidin-4-yl)-1H-pyrazol-1-yl]azetidin-1-yl}-8-azabicyclo[3.2.1]octane-8-carboxylate